(1S,2R)-1-(4-chloro-2-cyanophenyl)-1-(1-methyl-1H-pyrazol-4-yl)propan ClC1=CC(=C(C=C1)[C@H](CC)C=1C=NN(C1)C)C#N